1-(4-(6-chloro-8-fluoro-7-(5-methyl-1H-indazol-4-yl)-2-(2-(4-methylpiperazin-1-yl)ethoxy)quinazolin-4-yl)piperazin-1-yl)prop-2-en-1-one ClC=1C=C2C(=NC(=NC2=C(C1C1=C2C=NNC2=CC=C1C)F)OCCN1CCN(CC1)C)N1CCN(CC1)C(C=C)=O